COC1=C(C=CC=C1)C1=NOC(=N1)C1CCN(CC1)C=1SC2=C(C(N1)=O)C=C(C(=C2[N+](=O)[O-])C)C(F)(F)F 2-(4-(3-(2-methoxyphenyl)-1,2,4-oxadiazol-5-yl)piperidin-1-yl)-7-methyl-8-nitro-6-(trifluoromethyl)-4H-benzo[e][1,3]thiazin-4-one